OC=1C(=C(C(=CC1)C)C1=C2C(=NC(=C1)C(=O)N)C=NN2)C 7-(3-hydroxy-2,6-dimethylphenyl)-1H-pyrazolo[4,3-b]pyridine-5-carboxamide